2,3,6,7,10,11-hexacyano-1,4,5,8,9,12-hexaazatriphenylenehexacarbonitrile C(#N)C1(N(C=2C3=NC(=C(N=C3C=3N=C(C(N(C3C2N(C1(C#N)C#N)C#N)C#N)(C#N)C#N)C#N)C#N)C#N)C#N)C#N